S(=O)(=O)([O-])[O-].OC[P+](CO)(CO)CO.OC[P+](CO)(CO)CO tetrakis(hydroxymethyl)-phosphonium sulfate